1-methyladamantane CC12CC3CC(CC(C1)C3)C2